FC=1C=C(C=CC1F)N1C(CCCC12CCN(CC2)C2=NC(=NC(=C2)OC2COC2)C(F)(F)F)=O 1-(3,4-difluorophenyl)-9-(6-(oxetan-3-yloxy)-2-(trifluoromethyl)pyrimidin-4-yl)-1,9-diazaspiro[5.5]undecan-2-one